C1(=CC=CC=C1)C(C1=CC=CC=C1)=NC(C(=O)OCC)(CC(F)F)C ethyl 2-((diphenylmethylene)amino)-4,4-difluoro-2-methylbutanoate